NCCNCCC[SiH2]C(OC)OC N-(2-aminoethyl)-3-aminopropyldimethoxymethylsilane